N-(2-(2-(2-methoxyethoxy)ethoxy)ethyl)-N-(3-(trimethoxysilyl)propyl)butan-1-amine COCCOCCOCCN(CCCC)CCC[Si](OC)(OC)OC